(2-((7-(trifluoromethyl)quinolin-4-yl)oxy)ethyl)carbamic acid tert-butyl ester C(C)(C)(C)OC(NCCOC1=CC=NC2=CC(=CC=C12)C(F)(F)F)=O